potassium silicon phosphorus sulfur [S].[P].[Si].[K]